C(=O)(O)CCC(=O)C1=NC2=CC(=C(C(=C2C=C1)F)OCCCOC1=C(C2=C(SC(=C2)C(CC(C(=O)O)(C)C)=O)C=C1OC)F)OC 4-(5-(3-((2-(3-Carboxypropanoyl)-5-fluoro-7-methoxyquinolin-6-yl)oxy)propoxy)-4-fluoro-6-methoxybenzo[b]thiophen-2-yl)-2,2-dimethyl-4-oxobutanoic acid